N-((4-chloropyrimidin-2-yl)methyl)-5-(2-ethoxypyridin-3-yl)-1-isopropyl-N-(4-methoxybenzyl)-3-methyl-1H-pyrazolo[4,3-b]pyridin-7-amine ClC1=NC(=NC=C1)CN(C1=C2C(=NC(=C1)C=1C(=NC=CC1)OCC)C(=NN2C(C)C)C)CC2=CC=C(C=C2)OC